B(C1=CC=CC=C1)(OOC)OOC dimethoxyphenylboronic acid